F[P-](F)(F)(F)(F)F.N(=[N+]=[N-])C=1N(CC[N+]1CCOC)CCOC 2-azido-1,3-bis(2-methoxyethyl)-4,5-dihydro-1H-imidazol-3-ium hexafluorophosphate